C1(CC1)COC=1C=C(C=CC1CN1CCCC1)C=1C(=C(C=CC1)C1=C(C(=CC=C1)C=1OC2=C(N1)C=C(C(=C2)OC(F)F)CN2[C@@H](CCC2)C(=O)O)C)C ((2-(3''-(cyclopropylmethoxy)-2,2'-dimethyl-4''-(pyrrolidin-1-ylmethyl)-[1,1':3',1''-terphenyl]-3-yl)-6-(difluoromethoxy)benzo[d]oxazol-5-yl)methyl)proline